FC(OC1=CC(=C(C(=C1)C(C)C)NC(=O)N=[S@](=O)(N)C=1SC(=CC1F)C(C)(C)O)C(C)C)F (R)-N'-(4-(difluoromethoxy)-2,6-diisopropylphenylcarbamoyl)-3-fluoro-5-(2-hydroxypropan-2-yl)thiophene-2-sulfonimidamide